FC1=CC(=C(C(=O)OC)C=C1N1C(COCC1)CCO)[N+](=O)[O-] methyl 4-fluoro-5-(3-(2-hydroxyethyl) morpholinyl)-2-nitrobenzoate